ClC=1C=C2C(=NC1C)SC1=C2C=CC(=C1)C1=C(C=CC=C1)OC(F)(F)F.[Na] sodium 3-chloro-2-methyl-7-(2-(trifluoromethoxy)phenyl)benzo[4,5]thieno[2,3-b]pyridin